C(C)N1C2=NC(=NC(=C2N=C1)C=1C=NC=CC1)C1=CC(=CC=C1)C1=NN(C=C1)C 9-ethyl-2-(3-(1-methyl-1H-pyrazol-3-yl)phenyl)-6-(pyridin-3-yl)-9H-purine